COC1=CC2=C(N=C(S2)C2=C3N=CC(=NC3=CC(=C2)C)OC)C(=C1)CCO 2-(6-methoxy-2-(2-methoxy-7-methylquinoxalin-5-yl)benzo[d]thiazol-4-yl)ethanol